(1,5,6-trimethylindenyl)(pentamethylcyclopentadienyl)hafnium CC1C(=CC2=CC(=C(C=C12)C)C)[Hf]C1(C(=C(C(=C1C)C)C)C)C